C1(CC1)[C@H](C)NC(=O)C=1NC(=NN1)C=1C=C(C=CC1)C=1OC(=CN1)C(=O)NC(CC)CC (S)-2-(3-(5-((1-Cyclopropylethyl)Carbamoyl)-4H-1,2,4-Triazol-3-Yl)Phenyl)-N-(Pentan-3-Yl)Oxazole-5-Carboxamide